6-(Azetidin-3-ylmethoxy)-4-(6-(4-benzylpiperazin-1-yl)pyridin-3-yl)pyrazolo[1,5-a]pyridine-3-carbonitrile N1CC(C1)COC=1C=C(C=2N(C1)N=CC2C#N)C=2C=NC(=CC2)N2CCN(CC2)CC2=CC=CC=C2